NCCCCOC[C@H](C)NC1=NC2=C(C3=CN=CC=C13)C=CC(=C2)C(=O)OC (S)-Methyl 5-((1-(4-aminobutoxy)propan-2-yl)amino)benzo[c][2,6]naphthyridine-8-carboxylate